OC1CCC(CC1)(C(=O)OCC1=CC=CC2=CC=CC=C12)C Naphthalen-1-ylmethyl (1r,4r)-4-hydroxy-1-methylcyclohexane-1-carboxylate